(1S,6'E,12'R)-6-CHLORO-9',12'-DIMETHYL-10'-OXO-3,4-DIHYDRO-2H-SPIRO[NAPHTHALENE-1,19'-[17]OXA[1,9]DIAZATRICYCLO[11.7.2.016,21]DOCOSA[6,13,15,21]TETRAENE]-12'-CARBOXYLIC ACID ClC=1C=C2CCC[C@]3(COC4=CC=C5[C@@](CC(N(C/C=C/CCCCN(C3)C4=C5)C)=O)(C(=O)O)C)C2=CC1